Methyl 6-(hydroxymethyl)pyridinecarboxylate OCC1=CC=CC(=N1)C(=O)OC